2-(2,2-difluoroethyl)-7-((1r,4r)-4-(2-fluoro-6-methylphenyl)cyclohexyl)-5-((3-(trifluoromethyl)pyridin-2-yl)methyl)pyrido[2,3-b]pyrazin-6(5H)-one FC(CC=1N=C2C(=NC1)N(C(C(=C2)C2CCC(CC2)C2=C(C=CC=C2C)F)=O)CC2=NC=CC=C2C(F)(F)F)F